FC1=CC=C2C(CCOC2=C1)C1=C(C(=O)Cl)C=CC(=C1)C(F)(F)F 2-(7-fluorochroman-4-yl)-4-(trifluoromethyl)benzoyl chloride